Cl.N1C[C@H](CC1)CNC(OC(C)(C)C)=O tert-butyl (S)-(pyrrolidin-3-ylmethyl)carbamate hydrochloride